(S)-tert-butyl (1-((2-(N,N-bis(4-methoxybenzyl)sulfamoyl)-4-iodo-3-(2-(4-methoxybenzyl)-2H-tetrazol-5-yl)phenyl)sulfonyl)-3-hydroxypropan-2-yl)carbamate COC1=CC=C(CN(S(=O)(=O)C2=C(C=CC(=C2C=2N=NN(N2)CC2=CC=C(C=C2)OC)I)S(=O)(=O)C[C@H](CO)NC(OC(C)(C)C)=O)CC2=CC=C(C=C2)OC)C=C1